(±)-2-methylbutyryl chloride C[C@@H](C(=O)Cl)CC |r|